tert-butyl (1-(((2-(2,6-dioxopiperidin-3-yl)-1-oxoisoindolin-5-yl)methyl)amino)-3-(1H-indol-3-yl)-1-oxopropan-2-yl)carbamate O=C1NC(CCC1N1C(C2=CC=C(C=C2C1)CNC(C(CC1=CNC2=CC=CC=C12)NC(OC(C)(C)C)=O)=O)=O)=O